4,8-dioxadodecane-1,12-diamine C(CCOCCCOCCCCN)N